NC1=C(C=C(C=C1C)C)C(C1=CC=C(C=C1)O)C1=CC=C(C=C1)O 4,4'-((2-amino-3,5-dimethylphenyl)methylene)diphenol